COC1=NC=C(C(=N1)OC)C1=NC(=NC(=C1)N1C[C@@H](C(C1)(F)F)O)C (S)-1-(2',4'-dimethoxy-2-methyl-[4,5'-bipyrimidin]-6-yl)-4,4-difluoropyrrolidin-3-ol